platinum-aluminum [Al].[Pt]